COC([C@H](CC1=CC=C(C=C1)OC1CC1)N)=O (S)-2-amino-3-(4-cyclopropyloxyphenyl)propionic acid methyl ester